ON=CC=1C=CC(=C(C(=O)OC)C1)OC methyl 5-((hydroxyimino) methyl)-2-methoxybenzoate